4-bromo-6-Chloro-isoindoline BrC1=C2CNCC2=CC(=C1)Cl